1-methylanthracene CC1=CC=CC2=CC3=CC=CC=C3C=C12